ClC1=NC(=C2C(=N1)N(N=C2)[C@H]2[C@@H]([C@@H]([C@H](O2)COC(COCCO)(C)P(O)(O)=O)O)O)NC2CCCC2 (2-(((2R,3S,4R,5R)-5-(6-chloro-4-(cyclopentylamino)-1H-pyrazolo[3,4-d]pyrimidin-1-yl)-3,4-dihydroxytetrahydrofuran-2-yl)methoxy)-1-(2-hydroxyethoxy)propan-2-yl)phosphonic acid